(7-ethoxy-4-(1-methyl-3-phenyl-1H-pyrazol-4-yl)quinazolin-6-yl)-1-(trifluoromethyl)-1H-pyrazole-4-carboxamide C(C)OC1=C(C=C2C(=NC=NC2=C1)C=1C(=NN(C1)C)C1=CC=CC=C1)C1=NN(C=C1C(=O)N)C(F)(F)F